(3R,4S)-3-cyclopropyl-1-(6-imidazo[1,5-a]pyridin-5-ylpyrrolo[1,2-b]pyridazin-4-yl)-4-methyl-2-oxopyrrolidine-3-carbonitrile C1(CC1)[C@]1(C(N(C[C@H]1C)C=1C=2N(N=CC1)C=C(C2)C2=CC=CC=1N2C=NC1)=O)C#N